ClC1=NC2=CC=C(C=C2N=C1)Cl 2,6-dichloro-quinoxaline